5,6-dihydro-4H-pyrazolo[1,5-d][1,4]diazepin-7(8H)-one N1=CC=C2N1CC(NCC2)=O